NCC(C(=O)O)CC 2-(AMINOMETHYL)BUTANOIC ACID